C(=O)(O)C1=C(C(=C(C(=C1C(=O)O)C(=O)O)C(=O)O)C(=O)O)C(=O)O 2,4,6-tricarboxyl-1,3,5-benzenetricarboxylic acid